OC1=CC=NC=C1 4-HYDROXYPYRIDIN